FC1=CC=C(C=C1)C=CC(=O)N(C)C 3-(4-fluorophenyl)-N,N-dimethylacrylamide